(3-methyl-[1,2,4]oxadiazol-5-yl)-acetic acid potassium salt [K+].CC1=NOC(=N1)CC(=O)[O-]